ClC=1C=C(C=CC1)C(C(C1=CC=C(C=C1)F)OC(NC(C(=O)NC(CC1C(NCC1)=O)C(C(=O)N)=O)CC1CCCCC1)=O)(C)C (1-((4-amino-3,4-dioxo-1-(2-oxopyrrolidin-3-yl)butan-2-yl)amino)-3-cyclohexyl-1-oxopropan-2-yl)carbamic acid 2-(3-chlorophenyl)-1-(4-fluorophenyl)-2-methylpropyl ester